2-(hydroxymethyl)isoindoline-1,3-dione OCN1C(C2=CC=CC=C2C1=O)=O